2-(6-(((1S,4S,5S,6R)-6-fluoro-1,4-dimethyl-2-azabicyclo[2.2.1]heptan-5-yl)oxy)pyridazin-3-yl)-5-(1H-imidazol-1-yl)phenol F[C@H]1[C@H]([C@@]2(CN[C@]1(C2)C)C)OC2=CC=C(N=N2)C2=C(C=C(C=C2)N2C=NC=C2)O